methyl-N-phenylpyrrolidine-1-carboxamide CC1N(CCC1)C(=O)NC1=CC=CC=C1